1-Iodoethyl propionate C(CC)(=O)OC(C)I